FC1=CC=C(C=C1)C(\C=C\C1=COC=C1)=O (2E)-1-(4-Fluorophenyl)-3-(furan-3-yl)prop-2-en-1-on